C(#N)CNC(C1=CC=C(C=C1)C1=NC(=NC=C1)NC=1C=NN(C1)C)=O N-(cyanomethyl)-4-(2-((1-methyl-1H-pyrazol-4-yl)amino)pyrimidin-4-yl)benzamide